NC1=C(C=C(C2=CC=CC=C12)S(=O)(=O)O)N=NC=1C=NC(=CC1)C1=C(C=CC=C1)C(F)(F)F 4-amino-3-[6-(2-trifluoromethylphenyl)pyridine-3-ylazo]naphthalene-1-sulfonic acid